2',4',6'-triisopropyl-biphenyl iridium [Ir].C(C)(C)C1=C(C(=CC(=C1)C(C)C)C(C)C)C1=CC=CC=C1